ClC=1C=C(C=CC1OC)C1=CN=CC(=N1)C1=CC(=CS1)NC(CCCC)=O N-(5-(6-(3-chloro-4-methoxyphenyl)pyrazin-2-yl)thiophen-3-yl)pentanamide